3-(4-hydroxyphenyl)-5-propyl-3,4-dihydro-2H-chromen-7-ol OC1=CC=C(C=C1)C1COC2=CC(=CC(=C2C1)CCC)O